[3-(4-isoquinolinyl)-2,4-dioxo-1H-pyrido[3,2-d]pyrimidin-7-yl]boronic acid C1=NC=C(C2=CC=CC=C12)N1C(NC2=C(C1=O)N=CC(=C2)B(O)O)=O